CP(OC1(CN(C1)S(=O)(=O)C1=C(C=C(C=C1)Cl)Cl)COC1=CC(=C(C=C1)C#N)F)([O-])=O.[Na+] Sodium (3-((4-cyano-3-fluorophenoxy) methyl)-1-((2,4-dichlorophenyl) sulfonyl) azetidin-3-yl) methylphosphonate